azido-N-acetylglucosamine N(=[N+]=[N-])C1(O)[C@H](NC(C)=O)[C@@H](O)[C@H](O)[C@H](O1)CO